FC(C(=O)O)(F)F.COC(=O)C=1N=CNC1 1H-imidazole-4-carboxylic acid methyl ester trifluoroacetate salt